15-cyclopropyl-1-oxa-4,6-diazapentadecane-2,7-dione formate salt C(=O)O.C1(CC1)CCCCCCCCC(NCNCC(O)=O)=O